4-chloro-1-(cyclopropylmethyl)-1H-pyrrolo[2,3-b]pyridine-2-carboxylic acid tert-butyl ester C(C)(C)(C)OC(=O)C1=CC=2C(=NC=CC2Cl)N1CC1CC1